Rac-(4-amino-7-fluoroimidazo[1,5-a]quinoxalin-8-yl)((4aS,10bS)-8-(1-(trifluoromethyl)-1H-pyrazol-3-yl)-2,3,4,4a,6,10b-hexahydro-1H-isochromeno[4,3-b]pyridin-1-yl)methanone NC=1C=2N(C3=CC(=C(C=C3N1)F)C(=O)N1[C@@H]3[C@H](CCC1)OCC=1C=C(C=CC13)C1=NN(C=C1)C(F)(F)F)C=NC2 |r|